10-((5-Chloro-2-(3-(trifluoromethyl)-1H-pyrazol-1-yl)pyrimidin-4-yl)amino)-2-(methoxymethyl)-2,7-dimethyl-1,2,3,4-tetrahydro-[1,4]oxazepino[2,3-c]quinolin ClC=1C(=NC(=NC1)N1N=C(C=C1)C(F)(F)F)NC1=CC=2C3=C(CN(C2C=C1)C)OCCC(N3)(C)COC